COC(=O)N1C[C@@H](OCC1)CC1=C(N=C2N1C=CC(=C2)C)C2=C(C=C(C=C2F)N=C=O)F (S)-2-((2-(2,6-difluoro-4-isocyanatophenyl)-7-methylimidazo[1,2-a]pyridin-3-yl)methyl)morpholine-4-carboxylic acid methyl ester